[Co].[Sb] antimony-cobalt